3-chloro-2-[[4-(4-pyridinyl)piperazin-1-yl]methyl]-1H-indole ClC1=C(NC2=CC=CC=C12)CN1CCN(CC1)C1=CC=NC=C1